CO\C=C/C=1C=NC=CC1 3-[(Z)-2-methoxyvinyl]Pyridine